(2r,4r)-8-(5-chloropyridin-2-yl)-6,9-dioxo-5-(4-(trifluoromethyl)benzyl)-5,8-diazaspiro[3.5]nonane-2-carboxamide ClC=1C=CC(=NC1)N1CC(N(C2(CC(C2)C(=O)N)C1=O)CC1=CC=C(C=C1)C(F)(F)F)=O